N1(CCCCC1)N piperidine-1-Amine